N[C@@H](CC1=CC=CC=C1)C(=O)N[C@@H](CC1=CC=CC=C1)C(=O)NCC(=O)N[C@@H](CC1=CNC=N1)C(=O)N[C@@H](CCCCN)C(=O)O PHENYLALANYL-PHENYLALANYL-glycyl-histidyl-lysine